N-(3-cyano-4,5,6,7-tetrahydrobenzo[b]thiophen-2-yl)-3-((2-phenoxyethyl)amino)propanamide C(#N)C=1C2=C(SC1NC(CCNCCOC1=CC=CC=C1)=O)CCCC2